3-fluoro-2-[4-[[(1r,3r)-3-hydroxycyclohexyl]amino]pyrido[3,4-d]pyridazin-1-yl]-5-(trifluoromethyl)phenol FC=1C(=C(C=C(C1)C(F)(F)F)O)C1=C2C(=C(N=N1)N[C@H]1C[C@@H](CCC1)O)C=NC=C2